C1(CCC1)C(=O)N1[C@H]([C@H](CC1)NS(=O)(=O)C)CC=1C=C(C=CC1)C1=CC(=CC=C1)F N-((2S,3S)-1-(cyclobutylcarbonyl)-2-((3'-fluorobiphenyl-3-yl)methyl)pyrrolidin-3-yl)methanesulfonamide